ClC=1C=C2C(=CC1)NC(C21CCN(CC1)CCOC1=CC(=C(C(=O)N[C@@H]2CS(CC2)(=O)=O)C=C1)F)=O |o1:25| 4-(2-{5-chloro-2-oxo-1,2-dihydrospiro[indole-3,4'-piperidin]-1'-yl}ethoxy)-N-[(3S) or (3R)-1,1-dioxo-1λ6-thiolan-3-yl]-2-fluorobenzamide